5-(tert-butyl)-3-methyl-1,2-phenylene bis(pyrrolidine-1-carboxylate) N1(CCCC1)C(=O)OC1=C(C(=CC(=C1)C(C)(C)C)C)OC(=O)N1CCCC1